N1CC(C1)C(=O)N[C@H](C(=O)N1[C@@H](C[C@H](C1)O)C(=O)N[C@@H](C)C1=CC=C(C=C1)C1=C(N=CS1)C)C(C)(C)C (2S,4R)-1-((S)-2-(azetidine-3-carboxamido)-3,3-dimethylbutanoyl)-4-hydroxy-N-((S)-1-(4-(4-methylthiazol-5-yl)phenyl)ethyl)pyrrolidine-2-carboxamide